(6-(4-(benzyloxy)phenyl)-7H-pyrrolo[2,3-d]pyrimidin-4-yl)thiomorpholine C(C1=CC=CC=C1)OC1=CC=C(C=C1)C1=CC2=C(N=CN=C2N2CCSCC2)N1